(2S,4r)-1-[(2S)-2-(4-cyclopropyl-triazol-1-yl)-3,3-dimethyl-butyryl]-4-hydroxy-N-(7-oxo-azepan-4-yl)pyrrolidine-2-carboxamide C1(CC1)C=1N=NN(C1)[C@H](C(=O)N1[C@@H](C[C@H](C1)O)C(=O)NC1CCNC(CC1)=O)C(C)(C)C